BENZODIOXOLEN O1OCC2=C1C=CC=C2